ClC1=C(C=CC=C1Cl)Br 2,3-dichloro-bromobenzene